NC1=C2N=CN(C2=NC(=N1)C#C)C1CCC(CC1)C(=O)NC=1SC=C(N1)C 4-(6-amino-2-ethynyl-9H-purin-9-yl)-N-(4-methyl-1,3-thiazol-2-yl)cyclohexanecarboxamide